1H-1,2,4-oxadiazol-5-one O1NC=NC1=O